methyl 3-[4-(2-oxopiperazin-1-yl)-1H-pyrazol-1-yl]bicyclo[1.1.1]pentane-1-carboxylate hydrochloride Cl.O=C1N(CCNC1)C=1C=NN(C1)C12CC(C1)(C2)C(=O)OC